(4-((S)-4-acryloyl-2-methylpiperazin-1-yl)-6-fluoro-1-(2-isopropyl-6-(methylsulfonyl)phenyl)-2-oxo-1,2-dihydropyrido[2,3-d]pyrimidin-7-yl)-3-chlorobenzonitrile C(C=C)(=O)N1C[C@@H](N(CC1)C=1C2=C(N(C(N1)=O)C1=C(C=CC=C1S(=O)(=O)C)C(C)C)N=C(C(=C2)F)C2=C(C#N)C=CC=C2Cl)C